8-benzyl-6-((tert-butyldimethylsilyl) oxy)-8-azabicyclo[3.2.1]Oct-3-ylacetate C(C1=CC=CC=C1)N1C2CC(CC1C(C2)O[Si](C)(C)C(C)(C)C)CC(=O)[O-]